O=C1NC(CCC1NC1=CC(=C(C=C1)N1CCC(=CC1)C=1C=C2CCN(CC2=CC1)C(=O)OCC1=CC=CC=C1)C(F)(F)F)=O benzyl 6-[1-[4-[(2,6-dioxo-3-piperidyl)amino]-2-(trifluoromethyl)phenyl]-3,6-dihydro-2H-pyridin-4-yl]-3,4-dihydro-1H-isoquinoline-2-carboxylate